CC1(C=C(C(C1)=O)C(=O)OCC1=CC=CC=C1)C(=O)OC 1-Benzyl 3-methyl 3-methyl-5-oxocyclopent-1-ene-1,3-dicarboxylate